FC(C(=O)N1[C@H](CNCC1)CC#N)C (S)-2-(1-(2-fluoropropoyl)piperazine-2-yl)acetonitrile